OC1=CC=C(C=C1)C(C1=C(C=CC=C1)N(CC)CC)=O 4'-hydroxy-N,N-diethylaminobenzophenone